C(#N)CCN(C#N)C=1C=CC(=NC1OC)C1CCN(CC1)C(=O)OC(C)(C)C tert-Butyl 4-(5-(N-(2-Cyanoethyl)cyanamido)-6-methoxypyridin-2-yl)piperidine-1-carboxylate